3-bromo-5-(4-fluorophenyl)-1-methyl-1H-1,2,4-triazole BrC1=NN(C(=N1)C1=CC=C(C=C1)F)C